C(C)SC(C[C@@H]1N(COC1=O)C(=O)OCC1=CC=CC=C1)=O benzyl (S)-4-(2-(ethylsulfanyl)-2-oxoethyl)-5-oxooxazolidine-3-carboxylate